BrC1=C(C(=CC=C1)I)CCl 1-bromo-2-(chloromethyl)-3-iodobenzene